5-chloro-4-methoxy-benzoic acid methyl ester COC(C1=CC=C(C(=C1)Cl)OC)=O